3-(4-(benzyloxy)phenyl)-propanoate C(C1=CC=CC=C1)OC1=CC=C(C=C1)CCC(=O)[O-]